OC1=C(C=CC=C1)N1CC(C(=O)O)=CC=C1 N-[(2-hydroxy)phenyl]nicotinic acid